1-vinyl-2-(phenyloxycarbonyl)benzene C(=C)C1=C(C=CC=C1)C(=O)OC1=CC=CC=C1